C(C(=O)[O-])(=O)OCC(O)O dihydroxyethyl oxalate